C(C#CC)NC=1C=CC(=C(C(=O)N[C@H](C)C2=CC=CC3=CC=CC=C23)C1)C (R)-5-(but-2-yn-1-ylamino)-2-methyl-N-(1-(naphthalen-1-yl)ethyl)benzamide